methyl-7-chloro-2-((3,5-dichlorophenyl)(methoxycarbonyl)amino)-4-oxoquinazoline-3(4H)-carboxylate COC(=O)N1C(=NC2=CC(=CC=C2C1=O)Cl)N(C(=O)OC)C1=CC(=CC(=C1)Cl)Cl